NC1=NC=2C=CC=CC2C2=C1N=C(N2CC2=CC=C(CNC(CCCCCCCCCCCCCCC)=O)C=C2)CCCC N-(4-((4-amino-2-butyl-1H-imidazo[4,5-c]quinolin-1-yl)methyl)benzyl)palmitamide